C(C)(C)(C)OC(=O)N1CCN(CC1)C=1C=NC(=CC1)C(NC)=O 4-(6-(methylcarbamoyl)pyridin-3-yl)piperazine-1-carboxylic acid tert-butyl ester